2-(6-(((1R,3S,5S,6R)-6-fluoro-8-methyl-8-azabicyclo[3.2.1]octan-3-yl-1,5-d2)(methyl)amino)pyridazin-3-yl)-5-(1H-imidazol-1-yl)phenol F[C@H]1[C@@]2(C[C@H](C[C@](C1)(N2C)[2H])N(C2=CC=C(N=N2)C2=C(C=C(C=C2)N2C=NC=C2)O)C)[2H]